4-iodo-N-(4-methoxybenzyl)-6-(trifluoromethyl)pyridin-2-amine IC1=CC(=NC(=C1)C(F)(F)F)NCC1=CC=C(C=C1)OC